C[C@H](CC=O)CCC=CCCCCCCCCCC (S)-3-methyl-6-heptadecenal